C(C)OC=1C=C(C=2N(C1)N=CC2C#N)C=2C=NC(=CC2)N2C[C@H](CCC2)NC (S)-6-ethoxy-4-(6-(3-(methylamino)piperidin-1-yl)pyridin-3-yl)pyrazolo[1,5-a]pyridine-3-carbonitrile